Crotylpalladium(II) chloride C(C=CC)[Pd]Cl